BrC1=C2C(C(N(C2=CC=C1)C1C2=C(N(O1)C)C=CC=C2)=O)=O 4-bromo-1-(1-methyl-1,3-dihydrobenzo[c]isoxazol-3-yl)indoline-2,3-dione